C(C1=CC=CC=C1)NC1CCN(CC1)C(=O)C12CC3(CC(CC(C1)C3)C2)C2=CC=CC=C2 N-Benzyl-1-[(3-phenyladamantan-1-yl)carbonyl]piperidin-4-amine